(3S,4S)-8-[8-(8-chloro-3,4-dihydro-2H-1-benzopyran-7-yl)-7-methylimidazo[1,2-c]pyrimidin-5-yl]-3-methyl-2-oxa-8-azaspiro[4.5]decan-4-amine ClC1=C(C=CC=2CCCOC21)C=2C=1N(C(=NC2C)N2CCC3([C@@H]([C@@H](OC3)C)N)CC2)C=CN1